NC=1C=2N(C=CN1)C(=NC2C2=C(C=C(C=C2)C(C)(C2=CC(=CC=C2)C(F)(F)F)O)OC)[C@H]2CN1C(CC([C@@H]1CC2)(C)C)=O (6R,8aS)-6-[8-Amino-1-(4-{1-hydroxy-1-[3-(trifluoromethyl)phenyl]ethyl}-2-methoxyphenyl)-imidazo[1,5-a]pyrazin-3-yl]-1,1-dimethylhexahydroindolizin-3(2H)-on